FC(C=1N=C2N(N=C(C(=C2C)C)N2CC=3C=C(C=NC3CC2)C=2C=NN(C2)CCN(C)C)C(C1)=O)F 2-(difluoromethyl)-7-(3-(1-(2-(dimethylamino)ethyl)-1H-pyrazol-4-yl)-7,8-dihydro-1,6-naphthyridin-6(5H)-yl)-8,9-dimethyl-4H-pyrimido[1,2-b]pyridazin-4-one